N,N-dimethyl-5-((4-morpholino-6-(piperidine-1-carbonyl)furo[3,2-d]pyrimidin-2-yl)amino)-3-phenyl-1H-pyrazole-1-sulfonamide CN(S(=O)(=O)N1N=C(C=C1NC=1N=C(C2=C(N1)C=C(O2)C(=O)N2CCCCC2)N2CCOCC2)C2=CC=CC=C2)C